(R)-3-(6-chloro-2-(hydroxymethyl)pyrimidin-4-yl)-10-methyl-9,10,11,12-tetrahydro-8H-[1,4]diazepino[5',6':4,5]thieno[3,2-f]quinolin ClC1=CC(=NC(=N1)CO)C1=NC=2C=CC3=C(C2C=C1)C1=C(S3)CN[C@@H](CN1)C